C(C)(CC)N1CC2(C(N(C=3C=NC=4C=C(C(=CC4C32)C=3C=C(C(=NC3)OCCNC(C)C)NS(=O)(=O)C)F)C)=O)C1 N-(5-(1-(sec-Butyl)-7'-fluoro-3'-methyl-2'-oxo-2',3'-dihydrospiro[azetidine-3,1'-pyrrolo[2,3-c]quinolin]-8'-yl)-2-(2-(isopropylamino)ethoxy)pyridin-3-yl)methanesulfonamide